OC1=C(C=C(C(=O)OC)C=C1)C=NCCO Methyl 4-hydroxy-3-(((2-hydroxyethyl)imino)methyl)benzoate